C(#N)C1=C2C=CC(=CC2=CC(=C1)C(=O)OC1=C(C(=C(C(=C1F)F)F)F)F)CP(O)(O)=O ((5-cyano-7-((perfluorophenoxy)carbonyl)naphthalen-2-yl)methyl)phosphonic Acid